CC1(CN(CC1)C(=O)NC(C(=O)O)CCN(CCCCC1=NC=2NCCCC2C=C1)CCOC1=CC=CC=C1)C 2-[(3,3-dimethylpyrrolidine-1-carbonyl)amino]-4-[2-phenoxyethyl-[4-(5,6,7,8-tetrahydro-1,8-naphthyridin-2-yl)butyl]amino]butanoic acid